(3-bromo-1-methyl-1H-pyrazol-5-yl)dimethylphosphine oxide BrC1=NN(C(=C1)P(C)(C)=O)C